BrC=1C=C2C(=CN(C2=CC1)C1=NC=C(C=C1)[N+](=O)[O-])C 5-Bromo-3-methyl-1-(5-nitropyridin-2-yl)-1H-indole